Racemic-N-(1-(6,7-difluoro-1-oxo-1,2-dihydroisoquinolin-4-yl)ethyl)-N,1-dimethyl-1H-indole-5-carboxamide FC=1C=C2C(=CNC(C2=CC1F)=O)[C@@H](C)N(C(=O)C=1C=C2C=CN(C2=CC1)C)C |r|